OC1=CC=C(C=C1)C(C)(C1=CC=CC2=CC=CC=C12)C1=CC=C(C=C1)O bis(4-hydroxyphenyl)-1-(1-naphthyl)ethane